methyl 7-(2-fluoro-4-methoxyphenyl)pyrazolo[1,5-a]pyrimidine-2-carboxylate FC1=C(C=CC(=C1)OC)C1=CC=NC=2N1N=C(C2)C(=O)OC